BrC1=NC=C(N=C1)Br 2,5-dibromo-pyrazine